C1(=CC=CC=C1)C(C(=O)O)(CC(=O)O)CCCC 2-phenyl-2-n-butylsuccinic acid